CC1=C(C=NN1C1CCN(CC1)C(=O)OC(C)(C)C)B1OC(C(O1)(C)C)(C)C tert-butyl 4-(5-methyl-4-(4,4,5,5-tetramethyl-1,3,2-dioxaborolan-2-yl)-1H-pyrazol-1-yl)piperidine-1-carboxylate